FC=1C=C(C=CC1)N1[C@@H]2[C@H](CCC1)N(C[C@@H]2CCOCCOCCO)C2=NC=CC(=C2)N2CCCCC2 2-(2-(2-((3S,3aS,7aS)-4-(3-fluorophenyl)-1-(4-(piperidin-1-yl)pyridin-2-yl)octahydro-1H-pyrrolo[3,2-b]pyridin-3-yl)ethoxy)ethoxy)ethan-1-ol